N-[8-[4-[4-[(2,6-dioxo-3-piperidyl)amino]phenyl]piperazin-1-yl]-8-oxo-octyl]-5-[rac-(2R)-2-(2,5-difluorophenyl)pyrrolidin-1-yl]pyrazolo[1,5-a]pyrimidine-3-carboxamide O=C1NC(CCC1NC1=CC=C(C=C1)N1CCN(CC1)C(CCCCCCCNC(=O)C=1C=NN2C1N=C(C=C2)N2[C@H](CCC2)C2=C(C=CC(=C2)F)F)=O)=O |r|